2-chloro-4-(3-(piperidin-4-yl)-1H-pyrazol-5-yl)pyridine ClC1=NC=CC(=C1)C1=CC(=NN1)C1CCNCC1